4-(3-bromo-2-fluorophenyl)-1-(2,2-difluoro-1-(4-fluorophenyl)propyl)-3-fluoro-1H-pyrazole BrC=1C(=C(C=CC1)C=1C(=NN(C1)C(C(C)(F)F)C1=CC=C(C=C1)F)F)F